2-[(2S)-4-[7-(2,3-dimethylphenyl)-2-[[(2S)-1-methylpyrrolidin-2-yl]methoxy]-6,8-dihydro-5H-pyrido[3,4-d]pyrimidin-4-yl]piperazin-2-yl]acetonitrile CC1=C(C=CC=C1C)N1CC=2N=C(N=C(C2CC1)N1C[C@@H](NCC1)CC#N)OC[C@H]1N(CCC1)C